N1(C=CC=C1)C1=C(C=C(C=C1)C(F)(F)F)NS(=O)(=O)C=1C=C(C(=O)O)C=CC1CC 3-(N-(2-(pyrrol-1-yl)-5-(trifluoromethyl)phenyl)sulfamoyl)-4-ethylbenzoic Acid